C=C(C(=O)OC)CC(=O)OC1(CCC1)C1=CC=C(C=C1)C(F)(F)F 1-methyl 4-(1-(4-(trifluoromethyl)phenyl)cyclobutyl) 2-methylenesuccinate